tert-butyl ((5-amino-1-(dimethylcarbamoyl)-1H-pyrazol-4-yl)methyl)carbamate NC1=C(C=NN1C(N(C)C)=O)CNC(OC(C)(C)C)=O